C1=CN=CC=2C1=C1NC3=CC=CC=C3C1=C(C2)C#N 11H-pyrido[4,3-a]carbazole-6-carbonitrile